(13S)-4,13-dimethyl-7,11,14-trioxa-4,19,20,23-tetraazatetracyclo[13.5.2.12,5.018,21]tricosa-1(20),2,5(23),15(22),16,18(21)-hexaene CN1C=C2C3=NNC=4C=CC(O[C@H](COCCCOCC1=N2)C)=CC34